5-bromo-N-(3-(methylsulfonamido)phenyl)-4-phenylthiophene-2-carboxamide BrC1=C(C=C(S1)C(=O)NC1=CC(=CC=C1)NS(=O)(=O)C)C1=CC=CC=C1